(S)-6-(((1-(1-(difluoromethyl)cyclopropyl)-1H-1,2,3-triazol-4-yl)(1-methyl-1H-indazol-7-yl)methyl)amino)-4-(neopentylamino)quinoline-3,8-dicarbonitrile FC(C1(CC1)N1N=NC(=C1)[C@H](C=1C=CC=C2C=NN(C12)C)NC=1C=C2C(=C(C=NC2=C(C1)C#N)C#N)NCC(C)(C)C)F